5-(2,4-dichlorophenyl)-N-((2-(2,6-dioxopiperidin-3-yl)-1-oxoisoindolin-5-yl)methyl)-1H-pyrazol-3-carboxamide ClC1=C(C=CC(=C1)Cl)C1=CC(=NN1)C(=O)NCC=1C=C2CN(C(C2=CC1)=O)C1C(NC(CC1)=O)=O